N[C@@]1(CC2=CC=CC=C2CC1)C(=O)O (2S)-2-aminotetralin-2-carboxylic acid